NC(C(=O)O)C(=O)O aminomalonic acid